O1CCN(CC2=C1C=C(C=C2)C(=O)N)C(=O)N 2,3,4,5-tetrahydro-1,4-benzoxazepine-4,8-dicarboxamide